C(#N)C1=C(C=CC(=C1)F)[C@@H](CC)C=1C(=NN(C1)C)C (1R,2S)-1-(2-cyano-4-fluorophenyl)-1-(1,3-dimethyl-1H-pyrazol-4-yl)propan